The molecule is a glycine molecule carrying a 4-hydroxyphenyl substituent. It has a role as a bacterial metabolite. It derives from a glycine. C1=CC(=CC=C1C(C(=O)O)N)O